N-(4-methoxybenzyl)methylamine COC1=CC=C(CNC)C=C1